4-{7-[(R)-6-fluoro-1-indanylamino]-1-thia-6-aza-2-indenyl}-6-ethyl-2-isobutyl-5-(5-methyl-1,3,4-oxadiazol-2-yl)nicotinamide FC1=CC=C2CC[C@H](C2=C1)NC=1N=CC=C2C=C(SC12)C1=C(C(=NC(=C1C(=O)N)CC(C)C)CC)C=1OC(=NN1)C